5-Bromo-6-ethoxy-3-fluoropyridin-2-amine BrC=1C=C(C(=NC1OCC)N)F